(2S,3S)-2-amino-6-borono-3-(methylcarbamoyl)hexanoic Acid N[C@H](C(=O)O)[C@H](CCCB(O)O)C(NC)=O